FC=1C2=C(C(=NC1)C)CC(C2)C(=O)OCC ethyl 4-fluoro-1-methyl-6,7-dihydro-5H-cyclopenta[c]pyridine-6-carboxylate